C(#N)[C@H](C[C@H]1C(NCCC1)=O)NC(=O)[C@H](CC(C)(C)C)N1C(=CC2=CC(=CC=C12)OC)C(=O)N ((S)-1-[[(1S)-1-cyano-2-[(3S)-2-oxo-3-piperidyl]ethyl]carbamoyl]-3,3-dimethyl-butyl)-5-methoxy-1H-indole-2-carboxamide